4-[4-(methoxymethyloxy)-3,5-dimethylphenyl]-3-methyl-4-oxobutanoic acid methyl ester COC(CC(C(=O)C1=CC(=C(C(=C1)C)OCOC)C)C)=O